(R)-(3-(4-amino-(4-phenoxyphenyl)-1H-pyrazolo[3,4-d]pyrimidin-1-yl)piperidin-1-yl)(6-aminopyridin-3-yl)methanone NC1=C2C(=NC=N1)N(N=C2C2=CC=C(C=C2)OC2=CC=CC=C2)[C@H]2CN(CCC2)C(=O)C=2C=NC(=CC2)N